n-Butyltin oxide hydroxide [OH-].C(CCC)[Sn+]=O